Methane Oxygen [O].C